3-((tert-butyldimethylsilyl)oxy)-5-((2-hexyldecyl)oxy)-5-oxopentanoic acid [Si](C)(C)(C(C)(C)C)OC(CC(=O)O)CC(=O)OCC(CCCCCCCC)CCCCCC